N-[3-[(2,3-dihydroxypropyl)(3-butoxypropyl)amino]propyl]lauramide OC(CN(CCCNC(CCCCCCCCCCC)=O)CCCOCCCC)CO